C(C1=CC=CC=C1)OC(=O)NCCN(C1CCN(CC1)C(=O)OC(C)(C)C)CCOC tert-butyl 4-({2-[(benzyl)(oxycarbonylamino)]ethyl}(2-methoxyethyl)amino)-1-piperidinecarboxylate